ClC=1C=NC(=C(C(=O)NC2CCC(CC2)CN2C(N(C3=C2C=CC=C3)C3=CC2=C(N(C=N2)C)C=C3)=O)C1)C(F)(F)F 5-chloro-N-((1r,4r)-4-((1'-methyl-2-oxo-1'H-[1,5'-bibenzo[d]imidazol]-3(2H)-yl)methyl)cyclohexyl)-2-(trifluoromethyl)nicotinamide